ClC=1C=CC2=C(N=C(O2)C2CC3(CC(C3)NC(=O)C=3OC(=CC3)[S@@](=O)(=N)C3CC3)C2)C1 N-[6-(5-chloro-1,3-benzoxazol-2-yl)spiro[3.3]Heptane-2-yl]-5-[(R)-cyclopropylsulfonimidoyl]Furan-2-carboxamide